3-((6-((5-((3S,4S)-4-amino-3-methyl-2-oxa-8-azaspiro[4.5]decan-8-yl)pyrazin-2-yl)thio)-5-chloro-4-oxoquinazoline-3(4H)-yl)methyl)benzonitrile N[C@@H]1[C@@H](OCC12CCN(CC2)C=2N=CC(=NC2)SC=2C(=C1C(N(C=NC1=CC2)CC=2C=C(C#N)C=CC2)=O)Cl)C